FC=1C=2N(C=C(C1)NC(=O)C1=CN=C(C3=C1N=C(N=C3)OC)N3C[C@@H](N([C@@H](C3)C)C(=O)OC(C)(C)C)C)C=C(N2)C tert-butyl (2S,6R)-4-[8-[(8-fluoro-2-methyl-imidazo[1,2-a]pyridin-6-yl)carbamoyl]-2-methoxy-pyrido[4,3-d]pyrimidin-5-yl]-2,6-dimethyl-piperazine-1-carboxylate